CN1N=C(N=N1)C1=CC=C(C(=O)Cl)C=C1 4-(2-methyl-2H-tetrazol-5-yl)benzoyl chloride